trifluoro-methyl-(oxy)phenol FC=1C(=C(C(=C(C1)O)OC)F)F